1-[3-(1-isopropyl-3,5-dimethyl-pyrazol-4-yl)pyrazolo[1,5-a]pyridin-5-yl]pyrazole-4-carboxylic acid C(C)(C)N1N=C(C(=C1C)C=1C=NN2C1C=C(C=C2)N2N=CC(=C2)C(=O)O)C